ClC=1C(=NC=CC1C1=C(C(=CC=C1)NC1=NC=CC(=C1F)CN1CC(C1)O)Cl)C1=CC(=C(CNC[C@@H]2CCC(N2)=O)C=C1)OC (S)-5-(((4-(3-chloro-4-(2-chloro-3-((3-fluoro-4-((3-hydroxyazetidin-1-yl)methyl)pyridin-2-yl)amino)phenyl)pyridin-2-yl)-2-methoxybenzyl)amino)methyl)pyrrolidin-2-one